C[C@H]1CN(C2=C(C=CC=C12)C)S(=O)(=O)C1=C(C=C(C=C1)N1C=NC(=C1)C)C (3R)-3,7-dimethyl-1-[2-methyl-4-(4-methylimidazol-1-yl)phenyl]sulfonyl-indoline